C(C=C)(=O)OC(C)(C)N=C=O acryloyloxyisopropylisocyanate